ClC1=CC=C(C=C1)CC(=O)N1CC2(C1)CN(C2)CCC2=CC=C(C=C2)F 2-(4-chlorophenyl)-1-(6-(4-fluorophenethyl)-2,6-diazaspiro[3.3]heptan-2-yl)ethanone